4-quinolineamine N1=CC=C(C2=CC=CC=C12)N